N-[[6-[1-(4-fluorophenyl)-3,5-dimethyl-pyrazole-4-carbonyl]-6-azaspiro[2.5]octan-2-yl]methyl]furo[2,3-c]pyridine-2-carboxamide FC1=CC=C(C=C1)N1N=C(C(=C1C)C(=O)N1CCC2(C(C2)CNC(=O)C2=CC=3C(=CN=CC3)O2)CC1)C